(R)-(tert-butyl 2-(3-(2-(4-(4-fluorophenyl) piperazin-1-yl) ethyl)-1-oxo-2-oxa-8-azaspiro[4.5]decan-8-yl)-2-oxoethyl) carbamate C(N)(O[C@@H](C(=O)N1CCC2(CC(OC2=O)CCN2CCN(CC2)C2=CC=C(C=C2)F)CC1)C(C)(C)C)=O